C(C)(=O)N1CCC(CC1)N1C(N(C2=C1C=C(C=C2)F)CC2=NC=C(C=C2)C=2OC(=NN2)C(F)F)=O 3-(1-acetylpiperidine-4-yl)-1-((5-(5-(difluoromethyl)-1,3,4-oxadiazole-2-yl)pyridine-2-yl)methyl)-5-fluoro-1,3-dihydro-2H-benzo[d]imidazole-2-one